bis(9-anthrylmethyl) 1,6-hexanediylbiscarbamate C(CCCCCNC(OCC=1C2=CC=CC=C2C=C2C=CC=CC12)=O)NC(OCC=1C2=CC=CC=C2C=C2C=CC=CC12)=O